CN(C1CCN(CC1)C1=C(C=C(C=C1)NC=1N=C(C2=C(N1)SC=C2C)NC=2C=C(C=C(C2)F)C(C)(C)O)OC)C 2-(3-((2-((4-(4-(dimethylamino)piperidin-1-yl)-3-methoxyphenyl)amino)-5-methylthieno[2,3-d]pyrimidin-4-yl)amino)-5-fluorophenyl)propan-2-ol